ClC1=CC2=C(C=N1)C(=NN2)N2CC1(C2)CNCC1 6-chloro-3-(2,6-diazaspiro[3.4]oct-2-yl)-1H-pyrazolo[4,3-C]pyridine